O1C(=NC2=C1C=CC=C2)[C@H]2CCN(CCC2)C2=C(C(N(C1=CC(=CC=C21)Br)C)=O)C#N 4-[(4R)-4-(1,3-benzoxazol-2-yl)azepan-1-yl]-7-bromo-1-methyl-2-oxo-1,2-dihydroquinoline-3-carbonitrile